C(C)(C)(C)OC(N(C1=C(C=2C(=NC(=C(C2)C)C)N1C1=C(C(=CC=C1C)SC)C)C#N)C(=O)OC(C)(C)C)=O (Tert-Butoxycarbonyl)(3-cyano-1-(2,6-dimethyl-3-(methylthio)phenyl)-5,6-dimethyl-1H-pyrrolo[2,3-b]pyridin-2-yl)carbamic acid tert-butyl ester